N-(3-((2-amino-5-chloropyridin-3-yl)oxy)phenyl)-4-methoxy-benzamide NC1=NC=C(C=C1OC=1C=C(C=CC1)NC(C1=CC=C(C=C1)OC)=O)Cl